Methyl (R)-2-amino-3-(4-cyanophenyl)propanoate hydrochloride Cl.N[C@@H](C(=O)OC)CC1=CC=C(C=C1)C#N